NC(C1C(NC2=C(N1)N=CC=C2)=O)C2=NC(=CC=C2)OC 3-(amino(6-methoxypyridin-2-yl)methyl)-3,4-dihydropyrido[2,3-b]pyrazin-2(1H)-one